4-{[3-Methoxy-4-(1-methyl-1H-1,2,4-triazol-3-yl)pyridin-2-yl]amino}-N-(2H3)methyl-6-[(5-methyl-1,3,4-thiadiazol-2-yl)amino]pyridazin-3-carboxamid COC=1C(=NC=CC1C1=NN(C=N1)C)NC1=C(N=NC(=C1)NC=1SC(=NN1)C)C(=O)NC([2H])([2H])[2H]